tert-Butyl 4-(5-(2,6-bis(benzyloxy)pyridin-3-yl)-2-fluorophenyl)-3,6-dihydropyridine-1(2H)-carboxylate C(C1=CC=CC=C1)OC1=NC(=CC=C1C=1C=CC(=C(C1)C=1CCN(CC1)C(=O)OC(C)(C)C)F)OCC1=CC=CC=C1